C(#N)C=1C=C(C=CC1)C=1N=C(SC1C1=CC(=NC(=C1)C)C(F)F)NC(=O)N1CCS(CC1)=O N-[4-(3-cyanophenyl)-5-[2-(difluoromethyl)-6-methyl-4-pyridyl]thiazol-2-yl]-1-oxo-1,4-thiazinane-4-carboxamide